C(C)(=O)NC1=NC=CC(=C1)C1=C(N=C(N1COCC[Si](C)(C)C)SC)C=1C=C(C=CC1)NC(C1=C(C=CC=C1CN1C(C2=CC=CC=C2C1)=O)F)=O N-(3-(5-(2-acetamidopyridin-4-yl)-2-(methylthio)-1-((2-(trimethylsilyl)ethoxy)methyl)-1H-imidazol-4-yl)phenyl)-2-fluoro-6-((1-oxoisoindolin-2-yl)methyl)benzamide